methyl-2-propanesulfonate COS(=O)(=O)C(C)C